1'-methyl-5-((5S)-5-methylpiperidin-2-yl)-3H-spiro[benzofuran-2,4'-piperidin]-3-one CN1CCC2(CC1)OC1=C(C2=O)C=C(C=C1)C1NC[C@H](CC1)C